N-((4-((5-((3S,4S)-4-amino-3-methyl-2-oxa-8-azaspiro[4.5]decan-8-yl)pyrazin-2-yl)thio)-3-chloropyridin-2-yl)carbamoyl)pyridine-3-sulfonamide N[C@@H]1[C@@H](OCC12CCN(CC2)C=2N=CC(=NC2)SC2=C(C(=NC=C2)NC(=O)NS(=O)(=O)C=2C=NC=CC2)Cl)C